ClC=1C=C(OC2=CC=C(C=C2)C2=C(C(=NN2C)C(F)F)C(=O)NN)C=CC1 (4-(3-chlorophenoxy)phenyl)-3-(difluoromethyl)-1-methyl-1H-pyrazole-4-hydrazide